1-[bis(3-chloro-2-hydroxypropyl)amino]-1-deoxy-D-glucitol ClCC(CN(C[C@H](O)[C@@H](O)[C@H](O)[C@H](O)CO)CC(CCl)O)O